N1=CC(=CC=C1)C=1N=C(SC1)N(C(=O)Cl)C1=CC(=CC=C1)C(F)(F)F (4-(pyridin-3-yl)thiazol-2-yl)(3-(trifluoromethyl)phenyl)carbamoyl chloride